C(C1=C(C(=CC(=C1)C(C)(C)C)C(C)(C)C)O)C1=C(C(=CC(=C1)C(C)(C)C)C(C)(C)C)O 2,2'-methylene-bis-(4,6-di-t-butylphenol)